6-(4-fluoroazepan-1-yl)pyridin FC1CCN(CCC1)C1=CC=CC=N1